4-(2-(dimethylamino)-2-oxoethyl)-N3-(2-methoxybenzyl)-3-methyl-N8-(3-methyloxetan-3-yl)-5-oxo-2,3,4,5-tetrahydropyrido[2',3':4,5]furo[2,3-f][1,4]oxazepine-3,8-dicarboxamide CN(C(CN1C(COC2=C(C1=O)OC1=C2N=CC(=C1)C(=O)NC1(COC1)C)(C(=O)NCC1=C(C=CC=C1)OC)C)=O)C